ClC1=C(C(=C(C=C1)C=1N=NN(C1)[C@H]1[C@H]([C@H](O[C@@H]([C@@H]1OC)CC1=NOC(=C1)C1CCCCC1)CO)O)F)F (2R,3R,4S,5R,6R)-4-(4-(4-chloro-2,3-difluorophenyl)-1H-1,2,3-triazol-1-yl)-6-((5-cyclohexylisoxazol-3-yl)methyl)-2-(hydroxymethyl)-5-methoxytetrahydro-2H-pyran-3-ol